O=C1NC(CCC1N1C(C2=CC=CC(=C2C1)NCCCC(=O)O)=O)=O 4-((2-(2,6-dioxopiperidin-3-yl)-1-oxoisoindol-4-yl)amino)butyric acid